3-(4-pyridyl)pyrazole N1=CC=C(C=C1)C1=NNC=C1